4-(sulfonyl-1-pyrrolidinyl)benzonitrile S(=O)(=O)=C1N(CCC1)C1=CC=C(C#N)C=C1